5-[(1S,4S,5S)-2-azabicyclo[2.2.1]heptan-5-yl]-N-(3-methyl-4-{[1,2,4]triazolo[1,5-a]pyridin-7-yloxy}phenyl)pyrrolo[2,1-f][1,2,4]triazin-4-amine [C@H]12NC[C@H]([C@H](C1)C=1C=CN3N=CN=C(C31)NC3=CC(=C(C=C3)OC3=CC=1N(C=C3)N=CN1)C)C2